2-(4-bromophenyl)-6-chloro-5-(2-methoxyphenoxy)pyrimidin-4-amine BrC1=CC=C(C=C1)C1=NC(=C(C(=N1)N)OC1=C(C=CC=C1)OC)Cl